FC=1C=C(C(=O)N2CCC(CC2)(C)N2CC(C2)(N2N=CC(=C2)C=2C3=C(N=CN2)NC=C3)CC#N)C=CC1 {1-[1-(3-Fluorobenzoyl)-4-methylpiperidin-4-yl]-3-[4-(7H-pyrrolo[2,3-d]pyrimidin-4-yl)-1H-pyrazol-1-yl]azetidin-3-yl}acetonitrile